C(C)C(CC)CCC=C 3-Ethyl-6-heptene